C(C=C)S(=O)(=O)N1CCN(CC1)C1=NC(=NC(=C1)C1=CC=C(C=C1)Cl)C=1C=NC=CC1 4-(4-(allylsulfonyl)piperazin-1-yl)-6-(4-chlorophenyl)-2-(pyridin-3-yl)pyrimidine